dihydroxy(4-methoxyphenyl)anthraquinone OC=1C(=C(C=2C(C3=CC=CC=C3C(C2C1)=O)=O)C1=CC=C(C=C1)OC)O